OC(C)(C)[C@@H]1CN(CCC1)C=1C=CC(=NC1)NC=1C2=C(C(=NC1)C1=CN=C3N1C=CC=C3OC)CNC2=O 7-[[5-[(3S)-3-(1-hydroxy-1-methyl-ethyl)-1-piperidyl]-2-pyridyl]amino]-4-(8-methoxyimidazo[1,2-a]pyridin-3-yl)-2,3-dihydropyrrolo[3,4-c]pyridin-1-one